(3-Fluoro-5-(1H-pyrazol-3-yl)benzyl)carbamic acid tert-butyl ester C(C)(C)(C)OC(NCC1=CC(=CC(=C1)C1=NNC=C1)F)=O